N-(4-(5-amino-4-cyano-1-(6-(hydroxymethyl)tetrahydro-2H-pyran-3-yl)-1H-pyrazole-3-yl)benzyl)-5-fluoro-2-methoxybenzamide NC1=C(C(=NN1C1COC(CC1)CO)C1=CC=C(CNC(C2=C(C=CC(=C2)F)OC)=O)C=C1)C#N